methyl 2-(2-(3-bromophenyl)-2-oxoethyl)-3-oxo-5-phenylpentanoate BrC=1C=C(C=CC1)C(CC(C(=O)OC)C(CCC1=CC=CC=C1)=O)=O